OC(CN1C(=NCC1)C)COCCCC 1-(2-Hydroxy-3-butoxypropyl)-2-methylimidazolin